azidomethylpropylene oxide N(=[N+]=[N-])CC1C(C)O1